C1(=CC=CC=C1)S(=O)(=O)N1C=C(C2=CC=C(C=C12)C=1C(=NN(C1)C)C)C1=NC(=NC=C1C(F)(F)F)N[C@@H]1CN(CCC1)C(=O)OC(C)(C)C tert-butyl (3S)-3-[[4-[1-(benzenesulfonyl)-6-(1,3-dimethylpyrazol-4-yl)indol-3-yl]-5-(trifluoromethyl)pyrimidin-2-yl]amino]piperidine-1-carboxylate